C(C)(C)(C)NS(=O)(=O)C=1C=C(C=CC1C1=CN=C(S1)C1CCC(CC1)NC(=O)OC(C)C)NC([O-])=O [3-(tert-butylsulfamoyl)-4-[2-[4-(isopropoxycarbonylamino) cyclohexyl]thiazol-5-yl]phenyl]carbamate